NC1=C(C=C(C(=C1)N)OCCO)OCCO 2,2'-(4,6-diamino-1,3-phenylene)bis(oxy)diethanol